(E)-3-(4-Tert-butylphenyl)-1-[4-(4-hydroxypiperidin-1-yl)phenyl]prop-2-en-1-one C(C)(C)(C)C1=CC=C(C=C1)/C=C/C(=O)C1=CC=C(C=C1)N1CCC(CC1)O